C(#N)C1(CCC1)NC(=O)C1=CC2=C(C=N1)CN(C2)C2=NOC(C2)(C(F)(F)F)C2=CC(=C(C(=C2)Cl)F)Cl N-(1-cyanocyclobutyl)-2-(5-(3,5-dichloro-4-fluorophenyl)-5-(trifluoromethyl)-4,5-dihydroisoxazol-3-yl)-2,3-dihydro-1H-pyrrolo[3,4-c]pyridine-6-carboxamide